C1(CC1)C=1N(N=C2C1N=C(N=C2N[C@H](C)C=2C=NC1=CC=CC=C1C2)N2CCN(CC2)C(C)=O)C(C)C 1-{4-[3-cyclopropyl-2-isopropyl-7-((R)-1-quinolin-3-yl-ethylamino)-2H-pyrazolo[4,3-d]pyrimidin-5-yl]-piperazin-1-yl}-ethanone